cinnamic acid 3-phenylpropyl ester C1(=CC=CC=C1)CCCOC(C=CC1=CC=CC=C1)=O